FC1=C(C=CC=C1NC(CO)(C)C)NC(C1=C(C=C(C=C1)S(NC1(COC1)C)(=O)=O)N1CCC2(CC2)CC1)=O N-(2-fluoro-3-((1-hydroxy-2-methylpropan-2-yl)amino)phenyl)-4-(N-(3-methyloxetan-3-yl)sulfamoyl)-2-(6-azaspiro[2.5]octan-6-yl)benzamide